FC1=C(C=C2C(=C(N(C2=C1)C1=CC(=C(C=C1)F)C)C(C)C)CCC(=O)O)O 3-[6-fluoro-1-(4-fluoro-3-methyl-phenyl)-5-hydroxy-2-isopropyl-indol-3-yl]Propionic acid